(6aR,8R)-8,11-dihydroxy-1,10-dioxo-N-(2,4,6-trifluorobenzyl)-1,3,4,5,6,7,8,10-octahydro-2,6a-methano[1,4]diazonino[9,1,2-cd]indolizine-9-carboxamide O[C@@H]1C[C@]23N4C(=C(C(C(=C14)C(=O)NCC1=C(C=C(C=C1F)F)F)=O)O)C(N(CCCC2)C3)=O